C1(CC1)NC(=O)C1=CC=C(C=N1)C=1CCN(CC1)CC=1C=C2NC(C=3N(C2=CC1)C=CC3)=O N-cyclopropyl-1'-((4-oxo-4,5-dihydropyrrolo[1,2-a]quinoxalin-7-yl)methyl)-1',2',3',6'-tetrahydro-[3,4'-bipyridine]-6-carboxamide